NC=1C(=NC=CC1)O 3-Aminopyridine-2-ol